methyl((2-(6-(5-methyl-4-(o-tolyl)-4H-1,2,4-triazol-3-yl)pyridin-2-yl)-6-((R)-2-methylpyrrolidin-1-yl)-1-oxo-2,3-dihydro-1H-pyrrolo[3,4-c]pyridin-4-yl)methyl)carbamate COC(NCC1=NC(=CC2=C1CN(C2=O)C2=NC(=CC=C2)C2=NN=C(N2C2=C(C=CC=C2)C)C)N2[C@@H](CCC2)C)=O